8-(4-((6-bromo-2-(2,6-dioxopiperidin-3-yl)-1,3-dioxoisoindolin-5-yl)methyl)piperazine-1-yl)-9-ethyl-6,6-dimethyl-11-oxo-6,11-dihydro-5H-benzo[b]carbazole-3-carbonitrile BrC1=C(C=C2C(N(C(C2=C1)=O)C1C(NC(CC1)=O)=O)=O)CN1CCN(CC1)C=1C(=CC2=C(C(C=3NC4=CC(=CC=C4C3C2=O)C#N)(C)C)C1)CC